N-(2-aminoethyl)maleimide hydrochloride Cl.NCCN1C(C=CC1=O)=O